ClC1=NN(C2=NC(=NC=C21)Cl)CCCOC2=NN(C(=C2[N+](=O)[O-])C)C2CC1(COC1)C2 3,6-dichloro-1-(3-((5-methyl-4-nitro-1-(2-oxaspiro[3.3]hept-6-yl)-1H-pyrazol-3-yl)oxy)propyl)-1H-pyrazolo[3,4-d]pyrimidine